methyl ((2-(2,6-dioxopiperidin-3-yl)-4-fluoro-3-oxoisoindolin-5-yl)methyl)carbamate O=C1NC(CCC1N1CC2=CC=C(C(=C2C1=O)F)CNC(OC)=O)=O